1'-(7-Bromo-6-methyl-pyrazolo[1,5-a]pyrazin-4-yl)-5-fluoro-spiro[indane-2,4'-piperidine]-1-one BrC1=C(N=C(C=2N1N=CC2)N2CCC1(CC2)C(C2=CC=C(C=C2C1)F)=O)C